4-(6-(1,4-diazepan-1-yl)-3-(2-methyl-2H-indazol-6-yl)pyrazin-2-yl)-2-fluorobenzonitrile N1(CCNCCC1)C1=CN=C(C(=N1)C1=CC(=C(C#N)C=C1)F)C=1C=CC2=CN(N=C2C1)C